2-(4-(3-isopropyl-2-(3-methyl-[1,2,3]triazolo[1,5-a]pyridin-5-yl)-1H-indol-5-yl)piperidin-1-yl)acetamide C(C)(C)C1=C(NC2=CC=C(C=C12)C1CCN(CC1)CC(=O)N)C1=CC=2N(C=C1)N=NC2C